C(=C)C1OCC(O1)C=C vinyl-4-vinyl-1,3-dioxolane